(1R,2S)-1-methyl-2-(2-(methylsulfonyl)isoxazolo[5,4-h]quinazolin-9-yl)cyclopentan-1-ol C[C@@]1([C@@H](CCC1)C1=NOC2=CC=C3C=NC(=NC3=C21)S(=O)(=O)C)O